(1S,3R,4S)-2-((3-chlorophenyl)glycyl)-5,5-difluoro-N-((S,E)-4-fluoro-4-(methylsulfonyl)-1-((S)-2-oxopyrrolidin-3-yl)but-3-en-2-yl)-2-azabicyclo[2.2.2]octane-3-carboxamide ClC=1C=C(C=CC1)NCC(=O)N1[C@@H]2CC([C@H]([C@@H]1C(=O)N[C@@H](C[C@H]1C(NCC1)=O)\C=C(\S(=O)(=O)C)/F)CC2)(F)F